5-((S)-2,2-dimethyltetrahydro-2H-pyran-4-yl)-1-((1R,5S,6r)-6-(5-carbonyl-4,5-dihydro-1,2,4-oxadiazol-3-yl)-3-oxabicyclo[3.1.0]hexane-6-yl)-1H-indole-2-carboxylic acid CC1(OCC[C@@H](C1)C=1C=C2C=C(N(C2=CC1)C1([C@H]2COC[C@@H]12)C1=NOC(N1)=C=O)C(=O)O)C